BrC=1C=C(C=C(C1)Cl)NC(=O)NC1=CC(=NC=C1)OC 1-(3-bromo-5-chlorophenyl)-3-(2-methoxypyridin-4-yl)urea